ClC(=O)N(CCNC(OC(C)(C)C)=O)CC tert-butyl N-[2-[chlorocarbonyl(ethyl)amino]ethyl]carbamate